4-(3-Acetyl-2-hydroxyphenyl)-3,6-dihydropyridine-1(2H)-carboxylic acid tert-butyl ester C(C)(C)(C)OC(=O)N1CCC(=CC1)C1=C(C(=CC=C1)C(C)=O)O